tert-butyl-vanillin C(C)(C)(C)C(=O)C1=CC(OC)=C(O)C=C1